3-phenyl-1-(thiophen-2-ylsulfonyl)-1H-pyrazole C1(=CC=CC=C1)C1=NN(C=C1)S(=O)(=O)C=1SC=CC1